ClC1=C(C(=CC=C1OC1=CC(=CC(=C1)F)Cl)S(=O)(=O)C(F)F)CNC1COCC1 N-[[2-chloro-3-(3-chloro-5-fluoro-phenoxy)-6-(difluoromethylsulfonyl)phenyl]methyl]tetrahydro-furan-3-amine